tert-butyl 4-(2-(3-(7-(3-amino-6-chloropyridazin-4-yl)-4,7-diazaspiro[2.5]octan-4-yl)phenoxy)ethyl)piperazine-1-carboxylate NC=1N=NC(=CC1N1CCN(C2(CC2)C1)C=1C=C(OCCN2CCN(CC2)C(=O)OC(C)(C)C)C=CC1)Cl